NC1=CC=2C3=C(C(N(C2C=C1)C)=O)OCC([C@@H](N3)C3CC3)(F)F (2S)-10-amino-2-cyclopropyl-3,3-difluoro-7-methyl-2,4-dihydro-1H-[1,4]oxazepino[2,3-c]quinolin-6-one